BrC1=CC(=NC=C1)C#CCCCNC(OC(C)(C)C)=O tert-butyl (5-(4-bromopyridin-2-yl)pent-4-yn-1-yl)carbamate